amino-1-methyl-1-azaspiro[4.5]decan-2-one NC1C(N(C2(C1)CCCCC2)C)=O